CC(CC#N)(C#C)C 2,2-dimethylbut-3-yn-carbonitrile